(+/-)-1-benzyl-6-(4-aminobutyl)indane C(C1=CC=CC=C1)[C@H]1CCC2=CC=C(C=C12)CCCCN |r|